bis(dodecyltriethylammonium) sulfate S(=O)(=O)([O-])[O-].C(CCCCCCCCCCC)[N+](CC)(CC)CC.C(CCCCCCCCCCC)[N+](CC)(CC)CC